tert-butyl 6-(2-bromo-6-fluorobenzoyl)-2-azaspiro[3.3]heptane-2-carboxylate BrC1=C(C(=O)C2CC3(CN(C3)C(=O)OC(C)(C)C)C2)C(=CC=C1)F